C(C)(C)C1=CC(=NC=C1)C(=N)N 4-isopropylpyridine-2-formamidine